1-heptadecanoyl-2-(9Z-pentadecenoyl)-glycero-3-phosphoserine CCCCCCCCCCCCCCCCC(=O)OC[C@H](COP(=O)(O)OC[C@@H](C(=O)O)N)OC(=O)CCCCCCC/C=C\CCCCC